C(C=C)(=O)OCC(OC(C=C)=O)CO glycerol di-acrylate